C(=O)(O)C1=CC=C(OCCCOC2=CC=C(C=C2)C(=O)O)C=C1 1,3-bis(p-carboxyphenoxy)-propane